5-(1-(8-(cyclopropylmethyl)-8-azabicyclo[3.2.1]oct-3-yl)piperidin-4-yl)-4-fluoro-1-methyl-2-(4-(methylsulfonyl)phenyl)-1H-benzo[d]imidazole C1(CC1)CN1C2CC(CC1CC2)N2CCC(CC2)C2=C(C1=C(N(C(=N1)C1=CC=C(C=C1)S(=O)(=O)C)C)C=C2)F